4-(2-hydroxyethyl)-5-oxooxazolidine-3-carboxylate OCCC1N(COC1=O)C(=O)[O-]